4'-bromomethyl-2-cyanobiphenyl BrCC1=CC=C(C=C1)C1=C(C=CC=C1)C#N